6-chloro-2-diethylamino-4-acetoxy-1-acryloyloxynaphthalene ClC=1C=C2C(=CC(=C(C2=CC1)OC(C=C)=O)N(CC)CC)OC(C)=O